tert-butyl-((2-(2,6-dioxopiperidin-3-yl)-1-oxoisoindolin-4-yl) oxy) decanoate C(CCCCCCCCC)(=O)OOC1=C2C(N(C(C2=CC=C1)=O)C1C(NC(CC1)=O)=O)C(C)(C)C